(S)-4-(2-Hydroxyethyl)-N-(3-(1-((4-methyl-4H-1,2,4-triazol-3-yl)thio)ethyl)phenyl)picolinamide OCCC1=CC(=NC=C1)C(=O)NC1=CC(=CC=C1)[C@H](C)SC1=NN=CN1C